BrC1=CC(=C(C=C1)N1C(C=CC2=CC(=CC=C12)S(=O)(=O)NC1=NOC=C1)=O)OC (M)-1-(4-bromo-2-methoxyphenyl)-N-(isoxazol-3-yl)-2-oxo-1,2-dihydroquinoline-6-sulfonamide